2,6-bis[4-(S)-phenyl-2-oxazolyl]pyridine C1(=CC=CC=C1)C=1N=C(OC1)C1=NC(=CC=C1)C=1OC=C(N1)C1=CC=CC=C1